N=1C(=CN2C1C=CC=C2)COC2=C(C=O)C=CC=N2 2-(imidazo[1,2-a]pyridin-2-ylmethoxy)nicotinaldehyde